10-fluoro-N-(4-hydroxypentyl)decanamide FCCCCCCCCCC(=O)NCCCC(C)O